2-[[2-(4-Hydroxyanilino)-2-oxo-ethyl]sulfamoyl]-N-(2-hydroxyethyl)-N-methyl-benzamide OC1=CC=C(NC(CNS(=O)(=O)C2=C(C(=O)N(C)CCO)C=CC=C2)=O)C=C1